CN(C)C12C3CCCC3C(CC1)C2 N,N-dimethylaminotricyclo[5.2.1.02,6]decane